F[Sb-](F)(F)(F)(F)F.ClC1=C(C=CC(=C1)C(C1=CC=CC=C1)=O)SC1=CC=C(C=C1)[S+](C1=CC=CC=C1)C1=CC=CC=C1 4-(2-chloro-4-benzoylphenylthio)phenyldiphenylsulfonium hexafluoroantimonate